N-[2-[[2-(dimethylamino)ethyl]methylamino]-5-[[4-(1H-indol-3-yl)-2-pyrimidinyl]amino]-4-methoxyphenyl]-2-Propenamide CN(CCN(C1=C(C=C(C(=C1)OC)NC1=NC=CC(=N1)C1=CNC2=CC=CC=C12)NC(C=C)=O)C)C